BrC=1C=NC=C(C#N)C1C(F)(F)F 5-Bromo-4-(trifluoromethyl)nicotinonitrile